C(#N)C=1C=C(C=CC1OC(C)C)C1=CN(C2=NC=CC(=C21)OC2=C(C=C(C=C2F)NC(=S)NCC(CC)(CO)CC)F)COCC[Si](C)(C)C N-{4-[(3-{3-cyano-4-[(propan-2-yl)oxy]phenyl}-1-{[2-(trimethylsilyl)ethoxy]methyl}-1H-pyrrolo[2,3-b]pyridin-4-yl)oxy]-3,5-difluorophenyl}-N'-[2-ethyl-2-(hydroxymethyl)butyl]thiourea